Ethyl-{[5-(4-bromophenyl)-1-(4-methylphenyl)-1H-pyrazol-3-yl]oxy} acetat C(C)(=O)OOC1=NN(C(=C1CC)C1=CC=C(C=C1)Br)C1=CC=C(C=C1)C